2-methyl-9,10-bis(2-hydroxyethoxy)anthracene CC1=CC2=C(C3=CC=CC=C3C(=C2C=C1)OCCO)OCCO